((6-chloroquinoline-2-carboxamido)methyl)piperidine-1-carboxylic acid tert-butyl ester C(C)(C)(C)OC(=O)N1C(CCCC1)CNC(=O)C1=NC2=CC=C(C=C2C=C1)Cl